CC(C(=O)O)CCCCC Methyl-heptanoic acid